N-(1-hydroxypropan-2-yl)-2-methyl-5-((4-methylthiazol-5-yl)methoxy)benzofuran-3-carboxamide OCC(C)NC(=O)C1=C(OC2=C1C=C(C=C2)OCC2=C(N=CS2)C)C